C(C)(C)(C)OC(=O)N[C@H]1C(CC(C1)C(=O)OC)(F)F methyl (4R)-4-((tert-butoxycarbonyl) amino)-3,3-difluorocyclopentane-1-carboxylate